3-bromo-1-(3,5-dichloropyridin-2-yl)-N-(1-(phenylcarbamoyl)cyclopropyl)-1H-pyrazole-5-carboxamide BrC1=NN(C(=C1)C(=O)NC1(CC1)C(NC1=CC=CC=C1)=O)C1=NC=C(C=C1Cl)Cl